(5S,8S)-N-(2,3-difluoro-benzyl)-5-fluoro-8-hydroxy-5,6,7,8-tetrahydroquinoline-5-carboxamide FC1=C(CNC(=O)[C@]2(C=3C=CC=NC3[C@H](CC2)O)F)C=CC=C1F